4-(9H-FLUOREN-9-YL)PHENYLBORONIC ACID C1=CC=CC=2C3=CC=CC=C3C(C12)C1=CC=C(C=C1)B(O)O